Pyrazine-2,3-dinitrile N1=C(C(=NC=C1)C#N)C#N